2-((2,3-Dihydro-1H-inden-5-yl)oxy)-N-(1H-pyrazol-3-yl)-N-(thiazol-5-ylmethyl)acetamid C1CCC2=CC(=CC=C12)OCC(=O)N(CC1=CN=CS1)C1=NNC=C1